di-tert-butyl chloromethyl phosphate P(=O)(OC(C)(C)C)(OC(C)(C)C)OCCl